(Z)-2-octene C\C=C/CCCCC